BrC=1C=C(OC1)B1OC(C(O1)(C)C)(C)C 2-(4-bromofuran-2-yl)-4,4,5,5-tetramethyl-1,3,2-dioxaborolane